FC=1C=C(C=CC1C(F)(F)F)C1=NN(C(=N1)[C@@H]1C[C@@H](CC1)N1CCOCC1)C(C)C 4-((1R,3S)-3-(3-(3-fluoro-4-(trifluoromethyl)phenyl)-1-isopropyl-1H-1,2,4-triazol-5-yl)cyclopentyl)morpholine